CO[C@H]1CN(C[C@@H]1NC)C=1C=C2CN3[C@@H](C2=CC1)CN(C[C@H]3C)C3=C1C=CC=NC1=C(C=C3)C#N 5-[(4R,10bS)-8-[(3S,4S)-3-methoxy-4-(methylamino)pyrrolidin-1-yl]-4-methyl-3,4,6,10b-tetrahydro-1H-pyrazino[2,1-a]isoindol-2-yl]quinoline-8-carbonitrile